COC(C)COC(C)CO Di-Propylene Glycol Methyl Ether